4-(4-fluoro-3-(3-(pyrimidin-2-ylamino)azetidine-1-carbonyl)benzyl)phthalazin-1(2H)-one FC1=C(C=C(CC2=NNC(C3=CC=CC=C23)=O)C=C1)C(=O)N1CC(C1)NC1=NC=CC=N1